C(C#C)OC1=C(N)C=CC(=C1)C(F)(F)F 2-(prop-2-yn-1-yloxy)-4-(trifluoromethyl)aniline